ClC=1C(=NC(=C(N1)I)CCC(F)(F)F)N1CC2C(C(C1)C2)C(=O)OCC Ethyl 3-(3-chloro-5-iodo-6-(3,3,3-trifluoropropyl)pyrazin-2-yl)-3-azabicyclo[3.1.1]heptane-6-carboxylate